FC=1C(=C(C=CC1F)C(=O)N1CC(C1)(C(=O)N)O)NC1=C(C=C(C=C1)I)F 1-({3,4-difluoro-2-[(2-fluoro-4-iodophenyl)amino]Phenyl}carbonyl)-3-hydroxyazetidine-3-carboxamide